COC1=CC=C(C(=O)NC2=CC=C(C=C2)N2C3CN(CC2CC3)C3=NC=CC=C3)C=C1 4-methoxy-N-(4-(3-(pyridin-2-yl)-3,8-diazabicyclo[3.2.1]octan-8-yl)phenyl)benzamide